C(#N)C1=CC(=C(COC2=CC=CC(=N2)N2CCC(CC2)=C(C(=O)OCC)F)C=C1)F ethyl 2-(1-(6-((4-cyano-2-fluorobenzyl) oxy) pyridin-2-yl) piperidin-4-ylidene)-2-fluoroacetate